2-[4-(propan-2-yloxy)phenyl]aniline CC(C)OC1=CC=C(C=C1)C1=C(N)C=CC=C1